CC1(C2=CC=CC=C2C=2C=CC(=CC12)C1=C2C=CC=CC2=C(C2=CC=CC=C12)C=O)C 10-(9,9-dimethyl-9H-fluoren-2-yl)anthracene-9-carbaldehyde